tetrafluorogold F[Au](F)(F)F